tert-butyl 3-(8-oxo-1-(trifluoromethyl)-7,8-dihydroimidazo[1,5-a]pyrazin-6-yl)pyrrolidine-1-carboxylate O=C1C=2N(C=C(N1)C1CN(CC1)C(=O)OC(C)(C)C)C=NC2C(F)(F)F